3-((Ethylsulfonyl)methyl)azetidine trifluoroacetate salt FC(C(=O)O)(F)F.C(C)S(=O)(=O)CC1CNC1